ClC1=C(C=CC(=C1)NC1=NC=C(C(=N1)NC1=C(C=CC=C1)P(=O)(C)C)Cl)N1CCC2(CC(C2)NC(OC(C)(C)C)=O)CC1 tert-butyl (7-(2-chloro-4-((5-chloro-4-((2-(dimethylphosphoryl)phenyl)amino)pyrimidin-2-yl)amino)phenyl)-7-azaspiro[3.5]nonan-2-yl)carbamate